2-Phenyl-1-((1S,5R,9S)-9-(3-(trifluoromethyl)phenyl)-4-oxa-1,3-diazabicyclo[3.3.1]non-6-en-3-yl)ethan-1-one C1(=CC=CC=C1)CC(=O)N1CN2CC=C[C@@H](O1)[C@@H]2C2=CC(=CC=C2)C(F)(F)F